((5-bromo-6-methoxybenzo[d]thiazol-2-yl)methyl)carbamic acid tert-butyl ester C(C)(C)(C)OC(NCC=1SC2=C(N1)C=C(C(=C2)OC)Br)=O